C1(=CC(=CC=C1)C1=C(C(=NC(=C1C#N)N1CCC1)N)C#N)C1=CC=CC=C1 4-([1,1'-biphenyl]-3-yl)-2-amino-6-(azetidin-1-yl)pyridine-3,5-dicarbonitrile